FC(C(=O)C=1OC2=C(C1C)C=CC=C2F)(F)F 2,2,2-trifluoro-1-(7-fluoro-3-methyl-1-benzofuran-2-yl)ethanone